2-[4-methoxy-6-(trifluoromethyl)pyrimidin-5-yl]-7-methyl-9-[[4-[1-methyl-4-(trifluoromethyl)imidazol-2-yl]phenyl]methyl]purin-8-imine COC1=NC=NC(=C1C1=NC=C2N(C(N(C2=N1)CC1=CC=C(C=C1)C=1N(C=C(N1)C(F)(F)F)C)=N)C)C(F)(F)F